1-(6-{[6-(5-fluoro-2-methylphenyl)-5-(trifluoromethyl)pyridin-2-yl]Sulfamoyl}pyridin-2-yl)-4-methylpiperidine-4-carboxylic acid FC=1C=CC(=C(C1)C1=C(C=CC(=N1)NS(=O)(=O)C1=CC=CC(=N1)N1CCC(CC1)(C(=O)O)C)C(F)(F)F)C